2,2,2-trichloroethyl 2,2-dimethyl-4-(6-(1-methyl-1H-pyrazol-4-yl)pyrazolo[1,5-a]pyridin-3-yl)piperazine-1-carboxylate CC1(N(CCN(C1)C=1C=NN2C1C=CC(=C2)C=2C=NN(C2)C)C(=O)OCC(Cl)(Cl)Cl)C